N-(2-(4-((1R,4R)-2-oxa-5-azabicyclo[2.2.1]heptane-5-yl)piperidine-1-yl)-5-((6-((S)-3-(3-chloro-2-methylbenzyl)isoxazolidine-2-yl)pyrimidine-4-yl)amino)-4-methoxyphenyl)acrylamide [C@H]12OC[C@H](N(C1)C1CCN(CC1)C1=C(C=C(C(=C1)OC)NC1=NC=NC(=C1)N1OCC[C@@H]1CC1=C(C(=CC=C1)Cl)C)NC(C=C)=O)C2